butyl-3-sulfolanyl ether C(CCC)OC1CS(=O)(=O)CC1